FC(C=1C=C(C=C(C1)C(F)(F)F)NC(=O)C1=NC(=CC=C1)C(=O)NC1CC2=C(C=CC=C2CC1)C1=CC=CC=C1)(F)F N2-(3,5-Bis(trifluoromethyl)phenyl)-N6-(8-phenyl-1,2,3,4-tetrahydronaphthalen-2-yl)pyridine-2,6-dicarboxamide